chlorohexyl (trifluoromethyl) sulfide FC(F)(F)SCCCCCCCl